tert-butyl (2R,5S)-2-[2-(3-methoxycarbonyl-1-bicyclo[1.1.1]pentanyl)-1,3-benzothiazol-5-yl]-5-methyl-piperidine-1-carboxylate COC(=O)C12CC(C1)(C2)C=2SC1=C(N2)C=C(C=C1)[C@@H]1N(C[C@H](CC1)C)C(=O)OC(C)(C)C